COC1=CC=C(CNC2=NC3=CC=CC=C3C(=N2)NCCN2CCN(CC2)C)C=C1 N2-(4-methoxybenzyl)-N4-(2-(4-methylpiperazin-1-yl)ethyl)quinazoline-2,4-diamine